CN1C=NC(=C1)C=1C=C(C=CC1)S(=O)(=O)N (E)-3-(1-methylimidazol-4-yl)benzenesulfonamide